4-(2-bromoethoxy)-2-fluorobenzaldehyde BrCCOC1=CC(=C(C=O)C=C1)F